C(C)OC=1C=C(C=NC1)C1=CC(=C(C=C1)CN1CCN(CC1)C1=CC=C(N=N1)C(=O)NS(=O)(=O)CCC(F)(F)F)OC 6-[4-[[4-(5-Ethoxypyridin-3-yl)-2-methoxyphenyl]methyl]piperazin-1-yl]-N-(3,3,3-trifluoropropylsulfonyl)pyridazine-3-carboxamide